COC=1C=C(C=C(C1OC)OC)N1C=NC(=C1)NC=1N=C(C2=C(N1)CCOC2)N2[C@@H](CCC2)CO (S)-(1-(2-((1-(3,4,5-trimethoxyphenyl)-1H-imidazol-4-yl)amino)-7,8-dihydro-5H-pyrano[4,3-d]pyrimidin-4-yl)pyrrolidin-2-yl)methanol